C(C)OP(OCC)(=O)CCCNC(C1=CC(=C(C=C1)OC)CC=1C(=NC(=NC1C)N)NCCCC)=O (3-(3-((2-amino-4-(butylamino)-6-methylpyrimidin-5-yl)methyl)-4-methoxy-benzamido)propyl)phosphonic acid diethyl ester